C(C)(C)(C)C1N(CCC1C=1N(C2=NC(=NC(=C2N1)N1CCOCC1)N1N=C(C=C1)C1=CC=CC=C1)C)C(=O)OC(CCCO[Si](C)(C)C(C)(C)C)CCCCCC 1-((tert-butyldimethylsilyl)oxy)decan-4-ol tert-Butyl-3-(9-methyl-6-morpholino-2-(3-phenyl-1H-pyrazol-1-yl)-9H-purin-8-yl)pyrrolidine-1-carboxylate